Tert-butyl (S)-5-amino-5-oxo-4-(1-oxo-5-(((S)-1-((7-(tetrahydro-2H-pyran-4-yl)isoquinolin-3-yl)methyl)pyrrolidin-3-yl)oxy)isoindolin-2-yl)pentanoate NC([C@H](CCC(=O)OC(C)(C)C)N1C(C2=CC=C(C=C2C1)O[C@@H]1CN(CC1)CC=1N=CC2=CC(=CC=C2C1)C1CCOCC1)=O)=O